C1(=CC=CC=C1)N1CCC(CC1)NC(CC[C@@H](C)[C@H]1CC[C@H]2[C@@H]3CCC4CCCC[C@]4(C)[C@H]3CC[C@]12C)=O N-(1-phenyl-4-piperidyl)cholanamide